2-(4-methyl-3-cyclohexen-1-yl)-2-propyl acetate C(C)(=O)OC(C)(C)C1CC=C(CC1)C